COC=1C(=NC=CC1C#N)N[C@H]1CN([C@@H](CC1)C)C(=O)C1=C(C=CC=C1)N1N=CC=N1 3-methoxy-2-{[(3R,6R)-6-methyl-1-{[2-(2H-1,2,3-triazol-2-yl)phenyl]carbonyl}piperidin-3-yl]amino}pyridine-4-carbonitrile